3-trifluoromethyl-4-(4-fluorophenyl)-isocoumarin FC(C=1OC(=O)C2=CC=CC=C2C1C1=CC=C(C=C1)F)(F)F